C(#N)C1=CC=C(C=C1)CC(CC)=O 1-(4-cyanophenyl)-butanone